isopropyl cis-N-[4-[5-[2-(ethylsulfamoyl)-4-[(1-methylimidazol-2-yl)amino]phenyl]thiazol-2-yl]cyclohexyl]carbamate C(C)NS(=O)(=O)C1=C(C=CC(=C1)NC=1N(C=CN1)C)C1=CN=C(S1)[C@H]1CC[C@H](CC1)NC(OC(C)C)=O